2-(5-bromo-2-fluorobenzamido)-4-(4-chlorophenyl)thiophene-3-carboxylic acid BrC=1C=CC(=C(C(=O)NC=2SC=C(C2C(=O)O)C2=CC=C(C=C2)Cl)C1)F